ClC1=C2C(=NC=C1C=1C=C(C=CC1)N1C(CN(CC1)C(COC1CCN(CC1)C=1C=C3C(N(C(C3=CC1)=O)C1C(NC(CC1)=O)=O)=O)=O)=O)NC=C2C2CC2 5-(4-(2-(4-(3-(4-chloro-3-cyclopropyl-1H-pyrrolo[2,3-b]pyridin-5-yl)phenyl)-3-oxopiperazin-1-yl)-2-oxoethoxy)piperidin-1-yl)-2-(2,6-dioxopiperidin-3-yl)isoindoline-1,3-dione